(R)-tert-butyl 4-(1-(2-fluoro-5-methyl-4-(2-methylbenzamido) phenyl-sulfonamido) ethyl)piperidine-1-carboxylate FC1=C(C=C(C(=C1)NC(C1=C(C=CC=C1)C)=O)C)S(=O)(=O)N[C@H](C)C1CCN(CC1)C(=O)OC(C)(C)C